C1(CC1)C1=CC(=NC=C1)S(=O)(=O)NC1=CC=NC2=CC=C(N=C12)OC 4-cyclopropyl-N-(6-methoxy-1,5-naphthyridin-4-yl)pyridine-2-sulfonamide